C(C)(C)(C)C=1C=C(C=C(C1)F)[C@H](C)NC(=O)C1=CC=C2C(=C(N(C2=C1)CC1CCC1)C)CC=1C=C(OC(C(=O)OC)(C)C)C=C(C1)F methyl (S)-2-(3-((6-((1-(3-(tert-butyl)-5-fluorophenyl)ethyl)carbamoyl)-1-(cyclobutylmethyl)-2-methyl-1H-indol-3-yl)methyl)-5-fluorophenoxy)-2-methylpropanoate